BrC(C)C1=CC=C2N=C(C(NC2=C1F)=O)CC 7-(1-bromoethyl)-8-fluoro-3-ethylquinoxalin-2(1H)-one